COC=1C=C(C=CC1)C1=NN2C(=NC=3C=CC(=CC3C2=N1)C)N[C@H]1C(NCCCC1)=O (3R)-3-{[2-(3-methoxyphenyl)-9-methyl[1,2,4]triazolo[1,5-c]quinazolin-5-yl]amino}azepan-2-one